FC(C(=O)O)(F)F.N[C@H]1CCCC([C@@H]1C1=C(C2=NC(=CC(=C2S1)NC\C=C\C)Cl)Br)(F)F 2-((1r,6s)-6-amino-2,2-difluorocyclohexyl)-3-bromo-N-((E)-but-2-en-1-yl)-5-chlorothieno[3,2-b]pyridin-7-amine trifluoroacetate salt